Cl[Si](O[Si](C(C)C)(C(C)C)Cl)(C(C)C)C(C)C 1,3-dichloro-1,1,3,3-tetraisopropyldi-siloxane